FC=1C(=C(C=CC1)NC1=C(NC2=C1C(NCC2)=O)C2=C(C=NC=C2)C#CC2(N(CC2)C(=O)OC(C)(C)C)C)OC tert-butyl 2-[2-(4-{3-[(3-fluoro-2-methoxyphenyl)amino]-4-oxo-1H,5H,6H,7H-pyrrolo[3,2-c]pyridin-2-yl}pyridin-3-yl)ethynyl]-2-methylazetidine-1-carboxylate